9-(4-Amino-5-(4-phenoxyphenyl)-7H-pyrrolo[2,3-d]pyrimidin-7-yl)-3-azaspiro[5.5]undecane-3-carboxylic acid phenylmethyl ester C1(=CC=CC=C1)COC(=O)N1CCC2(CC1)CCC(CC2)N2C=C(C1=C2N=CN=C1N)C1=CC=C(C=C1)OC1=CC=CC=C1